Cl.ClC1=CNC2=CC(=CC=C12)C(=O)NC1CC1 3-chloro-N-cyclopropyl-1H-indole-6-carboxamide hydrochloride